N-(3-carbamoyl-1-pyridin-3-yl-1H-pyrazol-4-yl)-5-piperazin-1-ylpyrazolo[1,5-a]pyrimidine-3-carboxamide trifluoroacetate FC(C(=O)O)(F)F.C(N)(=O)C1=NN(C=C1NC(=O)C=1C=NN2C1N=C(C=C2)N2CCNCC2)C=2C=NC=CC2